C(C(=O)O)[18F] 18F-Fluoroacetate